ClC1=C(NC2=C(NC3=C2C(NCC3)=O)C3=C(C=NC=C3)OC[C@@H]3OCCOC3)C=CC=C1Cl 3-(2,3-Dichloroanilino)-2-(3-{[(2R)-1,4-dioxan-2-yl]methoxy}pyridin-4-yl)-1,5,6,7-tetrahydro-4H-pyrrolo[3,2-c]pyridin-4-one